Trans-β-Ionone CC1=C(C(CCC1)(C)C)/C=C/C(=O)C